diammonium adipate C(CCCCC(=O)[O-])(=O)[O-].[NH4+].[NH4+]